2-amino-4-(4-(2,2-difluoroethoxy)phenyl)-6-mercaptopyridine-3,5-dicarbonitrile NC1=NC(=C(C(=C1C#N)C1=CC=C(C=C1)OCC(F)F)C#N)S